FC1(CCN(CC1)C(=O)C1=CC=C2C(=CN(C2=C1)C)C=1C=C2C=NNC(C2=CC1)=O)F 6-(6-(4,4-difluoropiperidine-1-carbonyl)-1-methyl-1H-indol-3-yl)phthalazin-1(2H)-one